(1R,3S)-3-(3-((5-methoxy-3-methylpyrazin-2-yl)amino)-1H-pyrazol-5-yl)cyclopentyl(1-methylcyclopropyl)carbamate COC=1N=C(C(=NC1)NC1=NNC(=C1)[C@@H]1C[C@@H](CC1)N(C([O-])=O)C1(CC1)C)C